1-iododecane ICCCCCCCCCC